ClC1=C(C2=C(N(C(=N2)C2=CC=NC=C2)COCC[Si](C)(C)C)C=C1Cl)OCC1CC(CCC1)O 3-((5,6-dichloro-2-(pyridin-4-yl)-1-((2-(trimethylsilyl)ethoxy)methyl)-1H-benzo[d]imidazol-4-yloxy)methyl)cyclohexanol